methylpiperidine dithiocarbamate piperidine salt N1CCCCC1.C(N)(S)=S.CN1CCCCC1